2-bromo-3,6-dimethoxynaphthalene BrC1=CC2=CC=C(C=C2C=C1OC)OC